C1(CC1)C(=O)NC1=CC(=C(N=N1)C(=O)N)NC1=C(C(=CC=C1)C=1C=NN(C1)[C@@H]1C2(CC2)CCC1)OC (S)-6-(cyclopropanecarboxamido)-4-((2-methoxy-3-(1-(spiro[2.4]heptan-4-yl)-1H-pyrazol-4-yl)phenyl)amino)pyridazine-3-carboxamide